C(C=C)N1CCN(CC1)C1=C(C=C(C(=C1)OC)NC1=NC=NC(=C1)N1OCC[C@@H]1C1=CC(=CC=C1)OC1=CC=CC=C1)NC(C=C)=O (R)-N-(2-(4-allylpiperazin-1-yl)-4-methoxy-5-((6-(3-(3-phenoxyphenyl)isoxazolidine-2-yl)pyrimidin-4-yl)amino)phenyl)acrylamide